C(CCCCCCCCCCCCCCCCC)NC(C=1C(C(=O)O)=CC=CC1)=O N-stearyl-phthalic acid amide